ethyl (2-cyano-2-(2-(3,5-dichloro-4-((1-oxo-2-(pyridin-4-yl)-1,2,3,4-tetrahydroisoquinolin-6-yl)oxy)phenyl)hydrazono) acetyl)carbamate C(#N)C(C(=O)NC(OCC)=O)=NNC1=CC(=C(C(=C1)Cl)OC=1C=C2CCN(C(C2=CC1)=O)C1=CC=NC=C1)Cl